O1CCC(CC1)NCC1=C(C=C(C=C1)OCC1=C(C(=CC=C1)C1=CC=CC=C1)Br)OCC1=CC(=CC=C1)C#N N-(tetrahydro-2H-pyran-4-yl)-4-(2-bromo-3-phenylbenzyloxy)-2-(3-cyanobenzyloxy)Benzylamin